IC1=C(C2=C(N=CS2)C=C1)N 6-iodobenzo[d]thiazol-7-amine